C(C)(C)(C)OC(=O)NC=1C=2N(C3=CC(=C(C=C3N1)Cl)C(=O)OC)C=NC2 methyl 4-((tert-Butoxycarbonyl) amino)-7-chloroimidazo[1,5-a]quinoxaline-8-carboxylate